Cl.N1C=NC=C1CC=1SC=C(N1)[C@H](CC1=CC=C(C=C1)[N+](=O)[O-])N (S)-1-(2-((1H-imidazol-5-yl)methyl)thiazol-4-yl)2-(4-nitrophenyl)ethylamine hydrochloride